(1Z)-1-(3-Ethyl-5-methoxy-2(3H)-benzothiazolylidene)-2-propanone C(C)N1/C(/SC2=C1C=C(C=C2)OC)=C/C(C)=O